CC1(OB(OC1(C)C)[C@@H]1[C@H](C1)C=1C=C(C(=O)OC)C=CC1)C |r| racemic-methyl 3-((1S,2S)-2-(4,4,5,5-tetramethyl-1,3,2-dioxaborolan-2-yl)cyclopropyl)benzoate